(2R,3R,4R,5R)-2-(4-Bromopyrrolo[2,1-f][1,2,4]triazin-7-yl)-3,4-bis(tert-butyldimethylsilyloxy)-5-((tert-butyldimethylsilyloxy)methyl)tetrahydrofuran BrC1=NC=NN2C1=CC=C2[C@H]2O[C@@H]([C@H]([C@@H]2O[Si](C)(C)C(C)(C)C)O[Si](C)(C)C(C)(C)C)CO[Si](C)(C)C(C)(C)C